4-(pyrazin-2-yl)thiazol N1=C(C=NC=C1)C=1N=CSC1